(R)-6,8-dichlorooctanoic acid Cl[C@H](CCCCC(=O)O)CCCl